C(CCCCCCC\C=C/C=C\CCCC)=O (Z,Z)-9,11-hexadecadienal